N1(CCCC1)C=1C=CC=C(C(=O)O)C1 5-(pyrrolidin-1-yl)benzoic acid